CC1(CCC(CC1)C=1CCCC2=C(C1C1=CC=C(C=C1)C=C1CN(C1)CCCF)C=CC(=C2)C(=O)O)C 8-(4,4-Dimethylcyclohexyl)-9-(4-((1-(3-fluoropropyl)azetidin-3-ylidene)methyl)phenyl)-6,7-dihydro-5H-benzo[7]annulene-3-carboxylic acid